(4-aminophenyl) [4-(dimethylamino)-1-piperidyl] ketone CN(C1CCN(CC1)C(=O)C1=CC=C(C=C1)N)C